NCSC1=NC=CC(=C1)NC(=O)[C@@H]1S[C@](C[C@H]1C1=C(C(=C(C=C1)F)F)OC)(C(F)(F)F)C (2R,3S,5R)-N-(2-aminomethylthio-4-pyridyl)-3-(3,4-difluoro-2-methoxy-phenyl)-5-methyl-5-(trifluoromethyl)tetrahydrothiophene-2-carboxamide